N-(4-((6-(1,1-difluoroethyl)-4-((1s,3s)-3-methoxycyclobutoxy)pyridin-2-yl)amino)-5-(1-methyl-1H-pyrazol-3-yl)pyridin-2-yl)acetamide FC(C)(F)C1=CC(=CC(=N1)NC1=CC(=NC=C1C1=NN(C=C1)C)NC(C)=O)OC1CC(C1)OC